C1(CCCCC1)NC(=O)C1=CC=CC(=N1)NC1=CC2=C(C=N1)N(C(N2[C@H]2C[C@@H](CC2)NC(OC)=O)=O)C methyl ((1R,3R)-3-(6-((6-(cyclohexylcarbamoyl)pyridin-2-yl)amino)-3-methyl-2-oxo-2,3-dihydro-1H-imidazo[4,5-c]pyridin-1-yl)cyclopentyl)carbamate